FC1=C(C=C(C=N1)NC(=O)C1=C(N(C(=C1C)C(C(=O)NC1(CC1)C1=NC(=NO1)C)=O)C)C)C N-(6-fluoro-5-methylpyridin-3-yl)-1,2,4-trimethyl-5-(2-((1-(3-methyl-1,2,4-oxadiazol-5-yl)cyclopropyl)amino)-2-oxoacetyl)-1H-pyrrole-3-carboxamide